2-oxo-2,3-dihydro-1H-benzo[d]imidazole-5-sulfonyl chloride O=C1NC2=C(N1)C=CC(=C2)S(=O)(=O)Cl